(S)-pyrrolidine-2-carbonitrile tosylate S(=O)(=O)(O)C1=CC=C(C)C=C1.N1[C@@H](CCC1)C#N